O=C1NC(CCC1N1C(C2=CC=CC(=C2C1=O)NCC(=O)N1CCN(CC1)C1=CC=C(C=C1)C1=NNC2=C1N=C(N=C2)C2=C(C=CC=C2OC)F)=O)=O 2-(2,6-dioxopiperidin-3-yl)-4-((2-(4-(4-(5-(2-fluoro-6-methoxyphenyl)-1H-pyrazolo[4,3-d]pyrimidin-3-yl)phenyl)piperazin-1-yl)-2-oxoethyl)amino)isoindoline-1,3-dione